COC(C1CCN(CC1)C1=CC(=C(C(=O)O)C=C1)F)OC 4-[4-(dimethoxymethyl)-1-piperidyl]-2-fluoro-benzoic acid